7-methyl-3-{2-[(6-methylpiperidin-3-yl)amino]-5-(trifluoromethyl)pyrimidin-4-yl}-1H,4H,5H,6H,7H,8H-pyrrolo[2,3-c]azepin-8-one CN1C(C2=C(CCC1)C(=CN2)C2=NC(=NC=C2C(F)(F)F)NC2CNC(CC2)C)=O